FC(C(=O)O)(F)F.FC1(C2CC(CC12)NC1=CC=C2CCNCC2=C1)F N-(6,6-difluoro-bicyclo[3.1.0]hexane-3-yl)-1,2,3,4-tetrahydroisoquinolin-7-amine trifluoroacetate salt